FC(C=1C=CC=2N(C1)N=CC2C=2C=C1C(=CN=CC1=CC2)OC2CC(C2)O)(F)F (1r,3r)-3-((6-(6-(trifluoromethyl)-pyrazolo[1,5-a]pyridin-3-yl)isoquinolin-4-yl)oxy)-cyclobutan-1-ol